S1C(=CC=C1)C=O 1-(thiophen-2-yl)methanone